tert-butyl 2-(2-(4-(2-azabicyclo[2.2.1]heptan-2-yl)-3-(1-(2,2,2-trifluoroethyl)-1H-indazole-3-carboxamido) benzamido)-5-fluorophenyl)acetate C12N(CC(CC1)C2)C2=C(C=C(C(=O)NC1=C(C=C(C=C1)F)CC(=O)OC(C)(C)C)C=C2)NC(=O)C2=NN(C1=CC=CC=C21)CC(F)(F)F